(R)-5-(3-(Cyclopropylmethyl)-2-methyl-3H-imidazo[4,5-b]pyridin-5-yl)-N-(3,3-difluoro-1-(oxetan-3-yl)piperidin-4-yl)pyrrolo[2,1-f][1,2,4]triazin-2-amine C1(CC1)CN1C(=NC=2C1=NC(=CC2)C=2C=CN1N=C(N=CC12)N[C@H]1C(CN(CC1)C1COC1)(F)F)C